C[C@]1(O)[C@H](O)[C@@H](O)[C@H](O)[C@H](O1)C(=O)O methyl-beta-D-glucopyranoseuronic acid